(R)-4-(3-(3-aminoazepane-1-carbonyl)-1-(4-cyclopropyl-2,6-difluorophenyl)-1H-pyrazole-5-yl)-2-fluorobenzonitrile N[C@H]1CN(CCCC1)C(=O)C1=NN(C(=C1)C1=CC(=C(C#N)C=C1)F)C1=C(C=C(C=C1F)C1CC1)F